OC1(CC1)C1=NN(C=N1)C1CC2(CN(C2)C(=O)N2CC3(C2)CC(C3)CC=3C=C(C#N)C=C(C3)C(F)(F)F)C1 3-[[2-[6-[3-(1-hydroxycyclopropyl)-1,2,4-triazol-1-yl]-2-azaspiro[3.3]heptane-2-carbonyl]-2-azaspiro[3.3]heptane-6-yl]methyl]-5-(trifluoromethyl)benzonitrile